[N+](=O)([O-])C=1C=C(C(=O)OC/C(=C/CNC(=O)OC(C)(C)C)/F)C=C(C1)[N+](=O)[O-] (Z)-4-((Tert-Butoxycarbonyl)Amino)-2-Fluorobut-2-En-1-Yl 3,5-Dinitrobenzoate